FC1=CC2=C(C(=NO2)C2CCN(CC2)CCCCOC2CN3C(CCC4=CC=CC2=C34)=O)C=C1 (4-(4-(6-fluorobenzo[d]isoxazol-3-yl)piperidin-1-yl)butoxy)-5,6-dihydro-1H-pyrrolo[3,2,1-ij]quinolin-4(2H)-one